NC1=CC(=NC=C1)N1CC(C1)C#N 1-(4-aminopyridin-2-yl)azetidin-3-carbonitrile